2-(4-chloro-2-fluorophenyl)-N-((2-(2,6-dioxopiperidin-3-yl)-1-oxoisoindolin-5-yl)methyl)-2,2-difluoroacetamide ClC1=CC(=C(C=C1)C(C(=O)NCC=1C=C2CN(C(C2=CC1)=O)C1C(NC(CC1)=O)=O)(F)F)F